C(C)(=O)C1=CC(=C(COC2=CC=CC(=N2)C2CCN(CC2)CC2=NC3=C(N2C[C@H]2OCC2)C=C(C=C3)C(=O)OC)C=C1)OC(F)(F)F methyl (S)-2-((4-(6-((4-acetyl-2-(trifluoromethoxy)benzyl)oxy)pyridin-2-yl)piperidin-1-yl)methyl)-1-(oxetan-2-yl methyl)-1H-benzo[d]imidazole-6-carboxylate